CC1=NC(=CC=C1O[C@@H]1C[C@H](CCC1)C(=O)O)C=1N=NN(C1CNC1=NC=NC(=N1)CCC)C (1S,3S)-3-((2-Methyl-6-(1-methyl-5-(((4-propyl-1,3,5-triazin-2-yl)amino)methyl)-1H-1,2,3-triazol-4-yl)pyridin-3-yl)oxy)cyclohexane-1-carboxylic acid